(-)-3-Methyl-2,3-dihydrobenzo[d]isothiazole 1,1-dioxide CC1NS(C2=C1C=CC=C2)(=O)=O